C(CC)C(CC)=O propyl-propan-1-one